N-((1,2,3,5,6,7-Hexahydro-s-indacen-4-yl)carbamoyl)-1-(2-methoxyethyl)azetidine-3-sulfonamide, potassium salt [K].C1CCC2=C(C=3CCCC3C=C12)NC(=O)NS(=O)(=O)C1CN(C1)CCOC